((tetrahydrofuran-2-yl)methyl)-1H-benzo[d]imidazole-carboxylic acid O1C(CCC1)CN1C(=NC2=C1C=CC=C2)C(=O)O